2-[4-(trifluoromethoxy)phenyl]sulfonyl-2,6-diazaspiro[3.3]heptane FC(OC1=CC=C(C=C1)S(=O)(=O)N1CC2(C1)CNC2)(F)F